methyl 4-(isopropylamino)-3-nitrobenzoate C(C)(C)NC1=C(C=C(C(=O)OC)C=C1)[N+](=O)[O-]